C1(C(C(C(C(C1O)O)O)O)O)O 1,2,3,4,5,6-cyclohexanehexol